N1=C(N=CC=C1)N1C(=CC2=CC=CC=C12)C 1-(2-pyrimidyl)-2-methylindole